6-(Azetidin-1-yl)-4-fluoro-N-(7-methylquinoline-8-sulfonyl)-1-benzofuran-2-carboxamide N1(CCC1)C1=CC2=C(C=C(O2)C(=O)NS(=O)(=O)C=2C(=CC=C3C=CC=NC23)C)C(=C1)F